ClC=1C=C(C=CC1S(=O)(=O)C)N(C(C)=O)C1=NC=CC(=C1)NC(CC1=C(C=CC=C1Cl)Cl)=O N-[3-chloro-4-(methylsulfonyl)phenyl]-N-{4-[2-(2,6-dichlorophenyl)acetamido]pyridin-2-yl}acetamide